(2r,5r)-2-(1-(3,4-difluorophenyl)-3-(thiophen-3-yl)-1H-pyrazol-4-yl)-5-methyl-3-(2-(2-oxoindol-5-yl)ethyl)oxazolidin-4-one FC=1C=C(C=CC1F)N1N=C(C(=C1)[C@H]1O[C@@H](C(N1CCC1=CC2=CC(N=C2C=C1)=O)=O)C)C1=CSC=C1